COC1=C(CC2=NC(=C3N=CNC3=N2)N)C=CC(=C1)OC (2,4-dimethoxybenzyl)-9H-purin-6-amine